6H-indeno[1,2-b]anthracene-6,11(13H)-dione C1=C2CC=3C(=CC=4C(C=5C=CC=CC5C(C4C3)=O)=O)C2=CC=C1